C1(CC1)C1=CN=CN1COCC[Si](C)(C)C 2-[(5-cyclopropylimidazol-1-yl)methoxy]ethyl-trimethyl-silane